3-((4-(4-(2-(4-(((7-(cyclopropylmethoxy)-5-fluoro-4-oxo-3,4-dihydroquinazolin-2-yl)methyl)thio)piperidin-1-yl)ethyl)piperazin-1-yl)phenyl)amino)piperidine-2,6-dione C1(CC1)COC1=CC(=C2C(NC(=NC2=C1)CSC1CCN(CC1)CCN1CCN(CC1)C1=CC=C(C=C1)NC1C(NC(CC1)=O)=O)=O)F